N-(3,4-dimethoxybenzyl)-N-(1-(3-(hydrazinecarbonyl)pyrazin-2-yl)ethyl)-3,5-bis(trifluoromethyl)benzamide COC=1C=C(CN(C(C2=CC(=CC(=C2)C(F)(F)F)C(F)(F)F)=O)C(C)C2=NC=CN=C2C(=O)NN)C=CC1OC